NC1=C(SC2=NC(=CC=C21)N(C)C)C(=O)NCCC2=CC=C(C=C2)N2CCN(CC2)C(=O)OC(C)(C)C tert-Butyl 4-(4-(2-(3-amino-6-(dimethylamino)thieno[2,3-b]pyridine-2-carboxamido) ethyl)phenyl)piperazine-1-carboxylate